(±)-4-(2-(5-(5-chloro-2-(1H-tetrazol-1-yl)phenyl)pyridin-2-yl)-3-cyclopropylpropionamido)-2-fluorobenzamide ClC=1C=CC(=C(C1)C=1C=CC(=NC1)[C@H](C(=O)NC1=CC(=C(C(=O)N)C=C1)F)CC1CC1)N1N=NN=C1 |r|